(R)-4-(4-acryloyl-3-methylpiperazin-1-yl)-7-(2-aminobenzo[d]thiazol-4-yl)-6-fluoro-1-(2-isopropyl-4-methylpyridin-3-yl)-3-(methylsulfonyl)-1,8-naphthyridin-2(1H)-one C(C=C)(=O)N1[C@@H](CN(CC1)C1=C(C(N(C2=NC(=C(C=C12)F)C1=CC=CC2=C1N=C(S2)N)C=2C(=NC=CC2C)C(C)C)=O)S(=O)(=O)C)C